C(C)C(COC(CCCCC(=O)OCC(CCCC)CC)=O)CCCC.C(CCCCC(=O)O)(=O)O adipic acid bis-(2-ethylhexyl)adipate